O=C1N(CC2=CC(=CC=C12)N[C@@H]1[C@@H](CCC1)N1CCCCC1)C1C(NC(CC1)=O)=O 3-(1-oxo-5-(((1S,2R)-2-(piperidin-1-yl)cyclopentyl)amino)isoindolin-2-yl)piperidine-2,6-dione